azotriazine C1=CN=NN=C1N=NC2=NN=NC=C2